ClC1=C(C=O)C(=CC(=C1)C=1C2=C(C(N(C1)C)=O)NN=C2)OC 2-chloro-6-methoxy-4-(6-methyl-7-oxo-1H-pyrazolo[3,4-c]pyridin-4-yl)benzaldehyde